1-[7-(3-chloro-1-cyclopropylmethyl-1H-indazol-5-yl-methoxy)-2H-chromen-3-ylmethyl]-piperidin ClC1=NN(C2=CC=C(C=C12)COC1=CC=C2C=C(COC2=C1)CN1CCCCC1)CC1CC1